C1(CCC1)S(=O)(=O)C=1C=C(C=CC1)C1=CC(=C(C(=C1)F)OCCCC(=O)O)F 4-(3'-cyclobutanesulfonyl-3,5-difluoro-biphenyl-4-yloxy)-butyric acid